8-((cyclopropylmethyl)(3'-(dimethylamino)-[1,1'-biphenyl]-3-yl)amino)-5-methyl-6-oxo-5,6-dihydro-1,5-naphthyridine-2-carbonitrile C1(CC1)CN(C1=CC(N(C=2C=CC(=NC12)C#N)C)=O)C=1C=C(C=CC1)C1=CC(=CC=C1)N(C)C